(R)-1-((1r,4R)-4-(dibenzylamino)cyclohexyl)ethan-1-ol C(C1=CC=CC=C1)N(C1CCC(CC1)[C@@H](C)O)CC1=CC=CC=C1